tert-butyl (2S)-2-[4-chloro-5-fluoro-2-(4-butoxy-4,5-dihydroisoxazol-3-yl)phenoxy]propanoate ClC1=CC(=C(O[C@H](C(=O)OC(C)(C)C)C)C=C1F)C1=NOCC1OCCCC